O=C1N(CCCCC1)CC1CCN(CC1)C(=O)OC(C)(C)C tert-butyl 4-((2-oxoazepan-1-yl)methyl)piperidine-1-carboxylate